5-[(2,4,6-Trifluorophenoxyethylthio)methyl]-1,3,4-oxadiazol-2(3H)-one FC1=C(OCCSCC2=NNC(O2)=O)C(=CC(=C1)F)F